C1(CCCCCC1)C=O CYCLOHEPTANECARBALDEHYDE